N[C@H](CO)C1=CC(=CC(=C1)F)OC (2S)-2-amino-2-(5-fluoro-3-methoxyphenyl)ethan-1-ol